Cl.N[C@H]1CCC(NC1)=O (S)-5-aminopiperidin-2-one hydrochloride